C1(CC1)C=1C=C(C(=NC1C1=CC=CC=2N(C=NC21)C)C#N)NC2=CC=C1C(=N2)CN(C12CCOCC2)C 5-cyclopropyl-6-(1-methyl-1H-benzo[d]imidazol-4-yl)-3-((6'-methyl-2,3,5,6,6',7'-hexahydrospiro[pyran-4,5'-pyrrolo[3,4-b]pyridin]-2'-yl)amino)picolinonitrile